CN(CC(=O)N1CCCCC1)C=1C2=C(N=C(N1)C1=NC=CC(=C1)OC1COC1)CCC2 2-[methyl({2-[4-(oxetan-3-yloxy)pyridin-2-yl]-5H,6H,7H-cyclopenta[d]pyrimidin-4-yl})amino]-1-(piperidin-1-yl)ethan-1-one